5-[1-(2-Difluoromethyl-6-fluoro-phenyl)-piperidin-4-yl]-2-methyl-7-(2-trifluoromethyl-benzyl)-2,4,5,7-tetrahydro-pyrazolo[3,4-d]pyrimidin-6-on FC(C1=C(C(=CC=C1)F)N1CCC(CC1)N1C(N(C=2C(C1)=CN(N2)C)CC2=C(C=CC=C2)C(F)(F)F)=O)F